C(C)(C)(C)C=1C=C(CP2(OC3=CC=CC=C3C=3C=CC=CC23)=O)C=C(C1O)C(C)(C)C 10-(3,5-di-tert-butyl-4-hydroxybenzyl)-9,10-dihydro-9-oxa-10-phosphaphenanthrene-oxide